Hydroxy-5,12-dimethyl-1,5,8,12-tetraazabicyclo[6.6.2]hexadecane manganese (III) hexafluorophosphate hydrate O.F[P-](F)(F)(F)(F)F.[Mn+3].OC1N2CCN(CCCN(CCN(CC1)C)CC2)C.F[P-](F)(F)(F)(F)F.F[P-](F)(F)(F)(F)F